(2-(2-(but-2-en-2-yl)naphthalen-1-yl)-5-(trifluoromethyl)phenyl)diphenylphosphine CC(=CC)C1=C(C2=CC=CC=C2C=C1)C1=C(C=C(C=C1)C(F)(F)F)P(C1=CC=CC=C1)C1=CC=CC=C1